C(=O)(O)C1=CC=C(C=C1)C=1C=C(C=C(C1)C1=CC=C(C=C1)C(=O)[O-])C1=CC=C(C=C1)C1=CC(=CC(=C1)C1=CC=C(C=C1)C(=O)O)C1=CC=C(C=C1)C(=O)[O-] 5',5'''-bis(4-carboxyphenyl)-[1,1':3',1'':4'',1''':3''',1''''-quinque-phenyl]-4,4''''-dicarboxylate